1-(4-bromo-1-ethyl-1H-pyrazol-3-yl)ethan-1-one BrC=1C(=NN(C1)CC)C(C)=O